3-(5-amino-3-methyl-1-oxo-3,4-dihydro-phthalazin-2(1H)-yl)piperidine-2,6-dione NC1=C2CN(N(C(C2=CC=C1)=O)C1C(NC(CC1)=O)=O)C